(Rp)-Menthylmethyl-(2'-methoxy-1,1-biphenyl-2-yl)phosphine C1(CC(C(CC1)C(C)C)CPC1=C(C=CC=C1)C1=C(C=CC=C1)OC)C